FC=1C(=NC=CC1)CNC(=O)C=1N=C(OC1)CCNCCC=1N(C2=C(N1)C=C1C(=C2)OCO1)C1=CC=CC=C1 N-((3-fluoropyridin-2-yl)methyl)-2-(2-((2-(5-phenyl-5H-[1,3]dioxolo[4',5':4,5]benzo[1,2-d]imidazol-6-yl)ethyl)amino)ethyl)oxazole-4-carboxamide